(R)-6-fluoro-5-(4-((5-fluoro-2-(1-fluoroethyl)-3-oxo-4H-quinoxalin-6-yl)methyl)piperazine-1-yl)-N-(methyl-d3)pyridine-2-carboxamide FC1=C(C=CC(=N1)C(=O)NC([2H])([2H])[2H])N1CCN(CC1)CC=1C(=C2NC(C(=NC2=CC1)[C@@H](C)F)=O)F